N1N=CC2=CC(=CC=C12)C1=CC=C(C=C1)C=1N=NNC1C(=O)O 4-(4-(1H-indazol-5-yl)phenyl)-1H-1,2,3-triazole-5-carboxylic acid